C(C)C(CN1CC2(CN(C2)C2=C(N=C(S2)C2=NNC(=C2C(C)C)C=2C=C(C=3N(C2)N=CN3)OC)C)C1)CC 5-(6-(2-ethylbutyl)-2,6-diazaspiro[3.3]heptan-2-yl)-2-(4-isopropyl-5-(8-methoxy-[1,2,4]triazolo[1,5-a]pyridin-6-yl)-1H-pyrazol-3-yl)-4-methylthiazole